BrC1=CC=C(C=C1)N1N=C(C(=C1)C1OCC(N1CCC1=CC=C(C=C1)NCCCl)=O)C1=CC=C(C=C1)F 2-(1-(4-bromophenyl)-3-(4-fluorophenyl)-1H-pyrazol-4-yl)-3-(4-((2-chloroethyl)amino)phenethyl)oxazolidin-4-one